(E)-3-(2-methoxyphenyl)-N'-((E)-3-(2-methoxyphenyl)acryloyl)acrylohydrazide COC1=C(C=CC=C1)/C=C/C(=O)NNC(\C=C\C1=C(C=CC=C1)OC)=O